BrC1=C(C(=CC=2SC=CC21)Br)N 4,6-dibromobenzo[b]thiophen-5-amine